4,4'-methylenebiscyclohexanediamine terephthalate C(C1=CC=C(C(=O)O)C=C1)(=O)O.C(C1CCC(CC1)(N)N)C1CCC(CC1)(N)N